5-chloro-6-piperazin-1-yl-pyridine-3-carboxylic acid [4-(2-aminoethyl) phenyl] ester dihydrochloride Cl.Cl.NCCC1=CC=C(C=C1)OC(=O)C=1C=NC(=C(C1)Cl)N1CCNCC1